(1S,3R,5R)-6,6-difluoro-8-azabicyclo[3.2.1]octan FC1([C@H]2CCC[C@@H](C1)N2)F